2-bromo-4-(3,4-dichlorophenyl)-5-(1-methyl-1H-tetrazol-5-yl)thiazole BrC=1SC(=C(N1)C1=CC(=C(C=C1)Cl)Cl)C1=NN=NN1C